1,1'-bis(diphenyl-phosphino)ferrocene palladium (II) dichloride [Pd](Cl)Cl.C1(=CC=CC=C1)P([C-]1C=CC=C1)C1=CC=CC=C1.[C-]1(C=CC=C1)P(C1=CC=CC=C1)C1=CC=CC=C1.[Fe+2]